C1(=CC=CC=C1)N(C1=CC=C2C=CC=3C(=CC=C4C=CC1=C2C34)N(C3=CC=C(C=C3)C(C)C)C3=CC=CC=C3)C3=CC=C(C=C3)C(C)C N,N'-diphenyl-N,N'-bis(4-isopropylphenyl)pyrene-1,6-diamine